(2,4-difluorobenzyl)-2,5,5-trimethyl-7,9-dioxo-2,5,7,9-tetrahydro-1,6-methanopyrido[1,2-b][1,2,5]triazonine-10-carboxamide FC1=C(CC2(C=CC(N3C(C=4N(N2C3)C=C(C(C4)=O)C(=O)N)=O)(C)C)C)C=CC(=C1)F